(R/S)-1-(Morpholin-2-ylmethyl)-6-[3-(trifluoromethyl)-phenyl]-3H-imidazo[4,5-b]pyridin-2-on N1C[C@@H](OCC1)CN1C(NC2=NC=C(C=C21)C2=CC(=CC=C2)C(F)(F)F)=O |r|